COC=1C=CC=2N(C3=CC=C(C=C3C2C1)OC)CC1=CC=C(C=C1)CCB(O)O 2-(4-((3,6-dimethoxy-9H-carbazole-9-yl)methyl)phenyl)ethylboronic acid